(S)-1-(oxetane-2-ylmethyl)-2-((7-(4,4,5,5-tetramethyl-1,3,2-dioxaborolan-2-yl)-1H-indol-4-yl)methyl)-1H-benzo[d]imidazole-6-carboxylic acid methyl ester COC(=O)C=1C=CC2=C(N(C(=N2)CC2=C3C=CNC3=C(C=C2)B2OC(C(O2)(C)C)(C)C)C[C@H]2OCC2)C1